4-(Trifluoro-methyl)-phenyl-boronic acid FC(C1=CC=C(C=C1)B(O)O)(F)F